1-(4-methoxyphenyl)cyclobutane-1-carbaldehyde COC1=CC=C(C=C1)C1(CCC1)C=O